BrC1=NC=CC=C1CCl 2-bromo-3-(chloromethyl)pyridine